N-[1-[5-bromo-2-[5-(difluoromethoxy)pyrimidin-2-yl]-1,2,4-triazol-3-yl]ethyl]-3-(difluoromethoxy)-5-(trifluoromethyl)benzamide BrC=1N=C(N(N1)C1=NC=C(C=N1)OC(F)F)C(C)NC(C1=CC(=CC(=C1)C(F)(F)F)OC(F)F)=O